tert-Butyl N-[2-[[(3Z)-2-oxo-3-(3-oxoindolin-2-ylidene)indoline-1-carbonyl]amino]ethyl]carbamate O=C\1N(C2=CC=CC=C2/C1=C\1/NC2=CC=CC=C2C1=O)C(=O)NCCNC(OC(C)(C)C)=O